CC1(CC(C=2N1N=CC2)NCC[C@]2(CCOC1(CCCC1)C2)C2=NC=CC=C2)C 6,6-dimethyl-N-(2-((R)-9-(pyridin-2-yl)-6-oxaspiro[4.5]decan-9-yl)ethyl)-5,6-dihydro-4H-pyrrolo[1,2-b]pyrazol-4-amine